(S)-(5-hydroxy-1,2,3,4-tetrahydronaphthalen-2-yl)(propyl)carbamic acid tert-butyl ester C(C)(C)(C)OC(N(CCC)[C@@H]1CC2=CC=CC(=C2CC1)O)=O